(R)-3-Amino-1-(2-((6-amino-9H-purin-9-yl)methyl)-4-fluoro-3-(morpholinomethyl)phenyl)-N-((1S,2R)-2-phenylcyclopropyl)pyrrolidin-3-carboxamid N[C@]1(CN(CC1)C1=C(C(=C(C=C1)F)CN1CCOCC1)CN1C2=NC=NC(=C2N=C1)N)C(=O)N[C@@H]1[C@H](C1)C1=CC=CC=C1